tert-butyl 4-[1-[2-fluoro-3-[4-methoxycarbonyl-2-[6-methyl-7-oxo-1-(p-tolylsulfonyl)pyrrolo[2,3-c]pyridin-4-yl]phenoxy]phenyl]azetidin-3-yl]piperazine-1-carboxylate FC1=C(C=CC=C1OC1=C(C=C(C=C1)C(=O)OC)C=1C2=C(C(N(C1)C)=O)N(C=C2)S(=O)(=O)C2=CC=C(C=C2)C)N2CC(C2)N2CCN(CC2)C(=O)OC(C)(C)C